BrC=1C(=C(C(=O)OC(C)(C)C)C(=CC1)CN1CCOCC1)O tert-butyl 3-bromo-6-(morpholinylmethyl)-2-hydroxybenzoate